tert-butyl (2-((2-(3-methoxy-5-methylphenoxy)phenyl)amino)-2-oxoethyl)carbamate COC=1C=C(OC2=C(C=CC=C2)NC(CNC(OC(C)(C)C)=O)=O)C=C(C1)C